N[C@@H](CCC(=O)O)C(=O)O Anti-glutamic acid